N[C@@H]1[C@H](C[C@H](CC1)C(=O)OCC)O ethyl (1S,3S,4S)-4-amino-3-hydroxycyclohexane-1-carboxylate